3,6-bis(3-(trifluoromethyl)-9H-carbazol-9-yl)phthalonitrile FC(C=1C=CC=2N(C3=CC=CC=C3C2C1)C1=C(C(C#N)=C(C=C1)N1C2=CC=CC=C2C=2C=C(C=CC12)C(F)(F)F)C#N)(F)F